4'-(3-(dimethylamino)propoxy)-[1,1'-biphenyl] CN(CCCOC1=CC=C(C=C1)C1=CC=CC=C1)C